[(1S,4S)-4-[[6-bromo-2-(trifluoromethyl)-4-quinolyl]amino]cyclohexyl]-4-(dimethylamino)benzamide BrC=1C=C2C(=CC(=NC2=CC1)C(F)(F)F)NC1CCC(CC1)C1=C(C(=O)N)C=CC(=C1)N(C)C